N-(4-methyl-3-(pyridin-2-yl)phenyl)-7-azabicyclo[4.1.1]octane-7-carboxamide CC1=C(C=C(C=C1)NC(=O)N1C2CCCCC1C2)C2=NC=CC=C2